FMOC-chloroformate C(=O)(OCC1C2=CC=CC=C2C2=CC=CC=C12)OC(=O)Cl